ClC1=NC=C(C(=N1)C=1C=NN2C1C(CCCC2)C)F 3-(2-chloro-5-fluoro-pyrimidin-4-yl)-4-methyl-5,6,7,8-tetrahydro-4H-pyrazolo[1,5-a]azepine